C1(CCCCC1)P(C1=C(C(=CC=C1OC)OC)C1=C(C=C(C=C1CCC)CCC)CCC)C1CCCCC1 2-dicyclohexylphosphino-3,6-dimethoxy-2',4',6'-tri-1-propyl-1,1'-biphenyl